Tert-butyl (R)-4-((S)-1-fluoroethyl)-1,2,3-oxathiazolidine-3-carboxylate 2,2-dioxide F[C@@H](C)[C@@H]1N(S(OC1)(=O)=O)C(=O)OC(C)(C)C